Cl.ClC=1C=C(C(=C(CNC([C@H](C)NC(=O)[C@@H]2NC[C@H](C2)CC2=C(C=CC=C2)C=2SC(=CC2)Cl)=O)C1)O)C (2R,4S)-N-((S)-1-((5-chloro-2-hydroxy-3-methylbenzyl)amino)-1-oxopropan-2-yl)-4-(2-(5-chlorothien-2-yl)benzyl)pyrrolidine-2-carboxamide hydrochloride